Cl.ClC=1C2=CN(N=C2C=C(C1)C1=CC=C(C=C1)N1CCNCC1)C(C(=O)NC=1SC=CN1)C1=C2N(C=N1)CCC2 2-(4-Chloro-6-(4-(piperazin-1-yl)phenyl)-2H-indazol-2-yl)-2-(6,7-dihydro-5H-pyrrolo[1,2-c]imidazol-1-yl)-N-(thiazol-2-yl)acetamide hydrochloride